N1(CCCCC1)C=1C(C2=CC=CC=C2C(C1)=O)=O 2-(piperidin-1-yl)naphthalene-1,4-dione